OC(CO[C@@H]1CC[C@H](CC1)NC(CN1C=NC2=C(C=CC=C2C1=O)NC1=NC=C(C=C1)C(F)(F)F)=O)C N-((trans)-4-(2-hydroxypropoxy)cyclohexyl)-2-(4-oxo-8-((5-(trifluoromethyl)pyridin-2-yl)amino)quinazolin-3(4H)-yl)acetamide